CN([C@H](CNC(=O)C1=CC=CN2C1=NC=1C3=C(C=CC1C2=O)C=CC=C3)C)C (S)-N-(2-(dimethylamino)propyl)-7-oxo-7H-benzo[h]pyrido[2,1-b]quinazoline-12-carboxamide